C/1=C/CC\C=C/CC1 1,5-cis,cis-cyclooctadiene